3-aminomethyl-5-fluoropyridine NCC=1C=NC=C(C1)F